tert-butyl 4-(4-(4-(1-(tert-butoxycarbonyl)-1,2,3,6-tetrahydropyridin-4-yl)-2-fluorobenzamido)-2-fluoro-5-methylphenyl)-3,6-dihydropyridine-1(2H)-carboxylate C(C)(C)(C)OC(=O)N1CCC(=CC1)C1=CC(=C(C(=O)NC2=CC(=C(C=C2C)C=2CCN(CC2)C(=O)OC(C)(C)C)F)C=C1)F